ClC(CO)C1=CC(=CC=C1)F 2-chloro-2-(3-fluorophenyl)ethanol